CN(C(OC[C@@H]1CC[C@]2(CCCN12)COC(C1=CC=CC=C1)(C1=CC=CC=C1)C1=CC=CC=C1)=O)C ((3S,7aR)-7a-((trityloxy)methyl)hexahydro-1H-pyrrolizin-3-yl)methyl dimethylcarbamate